(S)-1-benzyl-5-oxopiperidine C(C1=CC=CC=C1)N1CCCC(C1)=O